3-(azetidin-3-yl)-N-hydroxypropionamide trifluoroacetate FC(C(=O)O)(F)F.N1CC(C1)CCC(=O)NO